NC1=CC(=CC2=CC=CC(=C12)S(=O)(=O)O)S(=O)(=O)O 1-amino-3,8-naphthalenedisulfonic acid